CC1=NC(=CC=C1N1N=NC(=C1)C(=O)NCC#C)C 1-(2,6-dimethylpyridin-3-yl)-N-(prop-2-yn-1-yl)-1H-1,2,3-triazole-4-carboxamide